5-(triazol-2-yl)pyridine-2-amine N=1N(N=CC1)C=1C=CC(=NC1)N